ClC1=CC(=C2C(=N1)N(N=C2)C)NCC2=CC=C(C=C2)S(=O)(=O)N 4-(((6-Chloro-1-methyl-1H-pyrazolo[3,4-b]pyridin-4-yl)amino)methyl)benzenesulfonamide